3-(8,8-difluoro-7-hydroxy-5-iodobicyclo[4.2.0]oct-1,3,5-triene-2-enyloxy)-5-difluoromethylbenzidine FC1(C(C2=C(C(=C=C=C12)OC=1C=C(C=C(C1N)C(F)F)C1=CC=C(N)C=C1)I)O)F